diphenylacetic acid anion C1(=CC=CC=C1)C(C(=O)[O-])C1=CC=CC=C1